(S)-2-(((S)-3-(3-chlorophenyl)-3-(4-(dimethylamino)piperidin-1-yl)propyl)(methyl)amino)-2-(3-methyl-2-((1r,4S)-4-(trifluoromethoxy)cyclohexyl)phenyl)acetic acid ClC=1C=C(C=CC1)[C@H](CCN([C@H](C(=O)O)C1=C(C(=CC=C1)C)C1CCC(CC1)OC(F)(F)F)C)N1CCC(CC1)N(C)C